CC(CN(C(\C=C\C1=CC=C(C=C1)C)=O)C1=NNC=C1)S (E)-N-(2-methyl-sulfanylethyl)-3-(p-tolyl)-N-(1H-pyrazol-3-yl)prop-2-enamide